3-[4-(2-naphthyl)phenyl]-9H-carbazole C1=C(C=CC2=CC=CC=C12)C1=CC=C(C=C1)C=1C=CC=2NC3=CC=CC=C3C2C1